CN(C=1C2=C(N=CN1)NC(=C2)C2=CC=C(C=C2)C(F)(F)F)CC2=CC(=CC=C2)C N-Methyl-N-(3-methylbenzyl)-6-(4-(trifluoromethyl)phenyl)-7H-pyrrolo[2,3-d]pyrimidin-4-amine